N-butyl-N-(diethylphosphono)methacrylamide tert-butyl-(2R,5S)-4-[7-bromo-2,8-difluoro-6-(trifluoromethyl)quinazolin-4-yl]-2,5-dimethyl-piperazine-1-carboxylate C(C)(C)(C)OC(=O)N1[C@@H](CN([C@H](C1)C)C1=NC(=NC2=C(C(=C(C=C12)C(F)(F)F)Br)F)F)C.C(CCC)N(C(C(=C)C)=O)P(=O)(OCC)OCC